C(C)OC(=O)C1=NC=C2N1C=C(C=C2)C 6-methylimidazo[1,5-a]pyridine-3-carboxylic acid ethyl ester